Cl.COC1=NN(NC(=C1)OC)C1N(CCOC1)C (4,6-dimethoxy-triazin-2-yl)-4-methylmorpholine hydrochloride